N-phenylcarbamoylmethyl-N-methylolaniline C1(=CC=CC=C1)NC(=O)CN(C1=CC=CC=C1)CO